6-((1-(((1s,3s)-3-hydroxycyclobutyl)sulfonyl)cyclopropyl)methyl)-1-methyl-7-oxo-4,5,6,7-tetrahydro-1H-pyrazolo[3,4-c]pyridine-3-carboxamide OC1CC(C1)S(=O)(=O)C1(CC1)CN1C(C2=C(CC1)C(=NN2C)C(=O)N)=O